OC1=CC=C(/C=C/C2=C\C(\CC(C2)(C)C)=C(/C#N)\[N+]#[C-])C=C1 (E)-2-(3-((E)-4-hydroxystyryl)-5,5-dimethylcyclohex-2-en-1-ylidene)-2-isocyanoacetonitrile